OC=1C=C(C=C2C(N(C(N2C)=[Se])CCCCCF)=O)C=C(C1)O 5-(3,5-dihydroxybenzylidene)-3-(5-fluoropentyl)-1-methyl-2-selenoxoimidazolidin-4-one